O=C(CC1CCC(O1)[C@H]1N(CCC1)C(=O)OC(C)(C)C)N1CCN(CC1)C1=NC=C(C=N1)C(F)(F)F tert-butyl (2S)-2-[5-(2-oxo-2-[4-[5-(trifluoromethyl)pyrimidin-2-yl]piperazin-1-yl]ethyl)oxolan-2-yl]pyrrolidine-1-carboxylate